4-bromo-5-methyl-1H-imidazole-2-carboxylic acid ethyl ester C(C)OC(=O)C=1NC(=C(N1)Br)C